[5-Fluoro-2-[2-(2-pyridyloxymethyl)imidazo[1,2-a]pyrimidin-6-yl]phenyl]methyl carbamat C(N)(OCC1=C(C=CC(=C1)F)C=1C=NC=2N(C1)C=C(N2)COC2=NC=CC=C2)=O